N(=[N+]=[N-])CCCCCC(=O)O 6-Azidohexanoic acid